(S)-(3,3-difluoro-1-(4-(7-((3-fluoro-5-(methylsulfonyl)benzamido)methyl)-1,6-naphthyridin-2-yl)pyrimidin-2-yl)piperidin-4-yl)carbamate FC1(CN(CC[C@@H]1NC([O-])=O)C1=NC=CC(=N1)C1=NC2=CC(=NC=C2C=C1)CNC(C1=CC(=CC(=C1)S(=O)(=O)C)F)=O)F